5-vinylbenzoyl chloride C(=C)C=1C=CC=C(C(=O)Cl)C1